CC(CN)(C)C 2,2-dimethyl-1-propylamin